C1(=CC=CC=C1)CS(=O)(=O)NC1=C(C(=C(C(=C1)C(=O)N1CCC(CC1)C1=CC=C(C=C1)OC=1N=NC(=CC1)C(F)(F)F)C)C)C 1-phenyl-N-(2,3,4-trimethyl-5-(4-(4-((6-(trifluoromethyl)pyridazin-3-yl)oxy)phenyl)piperidine-1-carbonyl)phenyl)methanesulfonamide